Heptanoic acid, methyl ester C(CCCCCC)(=O)OC